FC=1C=NC=CC1C(C(=O)N)=C 2-(3-fluoropyridin-4-yl)acrylamide